Ethyl 1-(2-methoxyphenyl)-3,5-dimethyl-1H-pyrazole-4-carboxylate COC1=C(C=CC=C1)N1N=C(C(=C1C)C(=O)OCC)C